N(=[N+]=[N-])C1NC(C=NC1)=O 2-azidopyrazine-6(2H)-one